7-Phenyl-N-[(6S)-2,4-dimethyl-5-oxo-7,8-dihydro-6H-pyrazolo[1,5-a][1,3]diazepin-6-yl]-6,7-dihydro-5H-pyrrolo[1,2-b][1,2,4]triazol-2-carboxamid C1(=CC=CC=C1)C1CCN2N=C(N=C21)C(=O)N[C@@H]2C(N(C=1N(CC2)N=C(C1)C)C)=O